6-(4-(5-hydroxy-1-(pyridin-2-yl)-1H-pyrazol-3-yl)phenyl)-4,5-dihydropyridazin-3(2H)-one OC1=CC(=NN1C1=NC=CC=C1)C1=CC=C(C=C1)C=1CCC(NN1)=O